spiro[piperidine-4,3'-pyrrolo[2,3-b]pyridine] N1=CC2(C=3C1=NC=CC3)CCNCC2